N,N,N-trimethyl-1-phenylmethylammonium hydroxide [OH-].C[N+](C)(C)CC1=CC=CC=C1